Benzothiophene-3-carbonitrile S1C=C(C2=C1C=CC=C2)C#N